dimethyl-suberimide Aluminum Montanate C(CCCCCCCCCCCCCCCCCCCCCCCCCCC)(=O)[O-].[Al+3].CC1(C(=O)NC(CCCCC1)=O)C.C(CCCCCCCCCCCCCCCCCCCCCCCCCCC)(=O)[O-].C(CCCCCCCCCCCCCCCCCCCCCCCCCCC)(=O)[O-]